CC(C(=O)C=1SC=C(C1)C)(C)N1CCOCC1 2-methyl-[4-methylthiophenyl]2-morpholino-1-propanone